C12(CCC1)CCN1N=C(C=C12)N spiro[5,6-dihydropyrrolo[1,2-b]pyrazole-4,1'-cyclobutane]-2-amine